4-(methylsulfonamido)benzamide CS(=O)(=O)NC1=CC=C(C(=O)N)C=C1